(6-(3-fluorophenyl)-4-methylpyridazin-3-yl)methylamine hydrochloride Cl.FC=1C=C(C=CC1)C1=CC(=C(N=N1)CN)C